bis[(2-pyridyl)oxy]methylthioketone N1=C(C=CC=C1)OC(OC1=NC=CC=C1)C(=S)C(OC1=NC=CC=C1)OC1=NC=CC=C1